C1(=CC=C(C=C1)C(=O)OC1=CC=C(C=C1)C1=CCC(C=C1)(C#N)CCCCCCC)C1=CC=CC=C1 [1,1'-Biphenyl]-4-carboxylic acid, 4'-heptyl-4'-cyano[1,1'-biphenyl]-4-yl ester